Cl[C@H](CN(CC1=CC=CC=C1)C)C=1C=NC(=CC1)C(F)(F)F (βS)-β-chloro-N-methyl-N-(phenylmethyl)-6-(trifluoromethyl)-3-pyridineethanamine